(S)-1-(5-(4-((1,1-Dioxidothietan-3-yl)methoxy)-6-(3-methoxytetrahydrofuran-3-yl)pyridine-2-yl)-7-methylpyrrolo[1,2-c]pyrimidin-3-yl)urea O=S1(CC(C1)COC1=CC(=NC(=C1)[C@@]1(COCC1)OC)C=1C=C(N2C=NC(=CC21)NC(=O)N)C)=O